5-((4-(7-fluoro-[1,2,4]triazolo[1,5-a]pyridin-6-yl)piperidin-1-yl)sulfonyl)-2-methylthiazole FC1=CC=2N(C=C1C1CCN(CC1)S(=O)(=O)C1=CN=C(S1)C)N=CN2